C(C)(C)(C)C1=CC=C(C=C1)C1=CC=CC(=N1)C1=NN=C2N1C1=CC(=CC=C1C(=N2)NC)Cl (6-(4-(tert-butyl)phenyl)pyridin-2-yl)-8-chloro-N-methyl-[1,2,4]triazolo[4,3-a]quinazolin-5-amine